F[C@H]1NCCNC1 (2R,7aS)-2-fluorotetrahydro-1H-pyrazin